3''-chloro-4''-((pyrazin-2-yl)methoxy)-3-(2-hydroxypropan-2-yl)-5',6''-dimethyl-2H,2''H-[1,2':4',1''-terpyridine]-2,2''-dione ClC=1C(N(C(=CC1OCC1=NC=CN=C1)C)C1=CC(=NC=C1C)N1C(C(=CC=C1)C(C)(C)O)=O)=O